O[C@@]1(C(N(CC1)C)=O)C=1N=NN(C1)C1=NC(=CC=C1)C1=NC(=NC=C1)SC (R)-3-hydroxy-1-methyl-3-(1-(6-(2-(methylsulfanyl)pyrimidin-4-yl)pyridin-2-yl)-1H-1,2,3-triazol-4-yl)pyrrolidin-2-one